N-(2,6-dioxo-3-piperidyl)-4-[3-[isopropyl-(4-piperidylmethyl)amino]cyclobutoxy]benzamide O=C1NC(CCC1NC(C1=CC=C(C=C1)OC1CC(C1)N(CC1CCNCC1)C(C)C)=O)=O